N-(3-amino-2,2-difluoro-3-(4-fluorophenyl)propyl)-3-(2-amino-[1,2,4]triazolo[1,5-a]pyridin-7-yl)-2-fluoro-6-methylbenzamide NC(C(CNC(C1=C(C(=CC=C1C)C1=CC=2N(C=C1)N=C(N2)N)F)=O)(F)F)C2=CC=C(C=C2)F